[Sn](=S)=S tin (IV) disulfide